8-phenyl-2-amino-thienoazepine C1(=CC=CC=C1)C=1C=CC=NC=2C1SC(C2)N